(S)-1-(1-benzylpyrrolidine-3-yl)-3-(2-methoxyphenyl)urea C(C1=CC=CC=C1)N1C[C@H](CC1)NC(=O)NC1=C(C=CC=C1)OC